[Na].CN1C(=O)NC(=O)C(C1=O)(C)C trimethylbarbituric acid sodium salt